ClS1C[C@@H](CN2C(N=C(C3=CC(=CC1=C23)C(F)(F)F)N2C[C@@H](N([C@@H](C2)C)C(=O)OC(C)(C)C)C)=O)C2CC2 tert-butyl (2S,6R)-4-((R)-l-1-chloro-3-cyclopropyl-6-oxo-10-(trifluoromethyl)-3,4-dihydro-2H,6H-[1,4]thiazepino[2,3,4-ij]quinazolin-8-yl)-2,6-dimethylpiperazine-1-carboxylate